O(C1=CC=CC=C1)C=1C=C(CCNCCCNCC2CCC(C2O)O)C=CC1 5-(((3-((3-phenoxyphenethyl)amino)propyl)amino)methyl)cyclopentane-1,2-diol